F[Si](C1=C(C=CC=C1)C)(I)F 1-(difluoroiodosilyl)-2-methyl-benzene